bis-(bis-tertiary butylamino)-bis-(bis-methylamino)molybdenum C(C)(C)(C)N(C(C)(C)C)[Mo](N(C)C)(N(C)C)N(C(C)(C)C)C(C)(C)C